ClC=1C(=CNC(C1)=O)C(=O)OC methyl 4-chloro-6-oxo-1H-pyridine-3-carboxylate